3-ethylsulfonyl-pyridine-2-carboxylic acid tert-butyl ester C(C)(C)(C)OC(=O)C1=NC=CC=C1S(=O)(=O)CC